5-(2-ethoxy-3-pyridinyl)-1-isopropyl-N-[(5-methyl-1,2,4-oxadiazol-3-yl)methyl]pyrazolo[4,3-b]pyridin-7-amine C(C)OC1=NC=CC=C1C1=CC(=C2C(=N1)C=NN2C(C)C)NCC2=NOC(=N2)C